O=C1N(CC=C1)C(=O)OCC ethyl 2-oxo-3-pyrroline-1-carboxylate